2-((2S)-4-(8-fluoro-2-((1-(pyrrolidin-1-ylmethyl)cyclopropyl)methoxy)-7-(1,1a,6,6a-tetrahydrocyclopropa[a]inden-2-yl)quinazolin-4-yl)-1-(2-fluoroacryloyl)piperazin-2-yl)acetonitrile FC=1C(=CC=C2C(=NC(=NC12)OCC1(CC1)CN1CCCC1)N1C[C@@H](N(CC1)C(C(=C)F)=O)CC#N)C1=CC=CC=2CC3C(C12)C3